piperidinyl-(hexahydropyridine) N1(CCCCC1)N1CCCCC1